Ethyl N-{[(3S)-1-(4-carbamimidoylphenyl)-2-oxo-3-pyrrolidinyl]carbamoyl}-β-alaninat C(N)(=N)C1=CC=C(C=C1)N1C([C@H](CC1)NC(=O)NCCC(=O)OCC)=O